(-)-menthyl (S)-3-hydroxybutyrate O[C@H](CC(=O)OC1CC(CCC1C(C)C)C)C